N-(6-(2-amino-5-bromopyridin-3-yl)pyridazin-3-yl)-6-(4-fluorophenyl)-5,7-dioxo-2,3,5,7,11,11a-hexahydrooxazolo[3,2-a]pyrido[1,2-d]pyrazine-8-carboxamide NC1=NC=C(C=C1C1=CC=C(N=N1)NC(=O)C=1C(C(=C2N(CC3N(C2=O)CCO3)C1)C1=CC=C(C=C1)F)=O)Br